The molecule is a straight-chain, 18:1, long-chain fatty acid having a trans- double bond at position 9 and an R-oriented hydroxy group at position 12. It is a long-chain fatty acid, a straight-chain fatty acid and a hydroxy monounsaturated fatty acid. It derives from an elaidic acid. CCCCCC[C@H](C/C=C/CCCCCCCC(=O)O)O